C(C)(C)OC(=O)[C@@H]1C[C@H](CCC1)OC=1C(=NC(=NC1)C=1C=NN(C1CN=[N+]=[N-])C)C (1S,3S)-3-((2-(5-(azidomethyl)-1-methyl-1H-pyrazol-4-yl)-4-methylpyrimidin-5-yl)oxy)cyclohexane-1-carboxylic acid isopropyl ester